4-(4-chlorophenyl)-1-methylpyridin-2(1H)-one ClC1=CC=C(C=C1)C1=CC(N(C=C1)C)=O